(1R*,3S*)-N-ethyl-N-methyl-3-(methylsulfonamido)-1-(3-(pyrimidin-2-yl)benzyl)cyclopentane-1-carboxamide C(C)N(C(=O)[C@@]1(C[C@H](CC1)NS(=O)(=O)C)CC1=CC(=CC=C1)C1=NC=CC=N1)C |o1:5,7|